NC(CC(=O)O)C(NCC(=O)OC1CCCCC1)=O 3-amino-3-{[2-(cyclohexyloxy)-2-oxoethyl]carbamoyl}propanoic acid